(7R,8aS)-7-(2,3-dichloro-6-hydroxyphenyl)-2-[3-hydroxy-2-(hydroxymethyl)propanoyl]-hexa-hydropyrrolo[1,2-a]pyrazin-4-one ClC1=C(C(=CC=C1Cl)O)[C@H]1C[C@@H]2N(C(CN(C2)C(C(CO)CO)=O)=O)C1